4,4'-biphenyldicarboxylic acid dichloride C1(=CC=C(C=C1)C(=O)Cl)C1=CC=C(C=C1)C(=O)Cl